(2S,3S)-2-((2,3'-difluorobiphenyl-3-yl)methyl)-3-((dimethylsulfamoyl)amino)-N,N-dimethylpyrrolidine-1-carboxamide FC1=C(C=CC=C1C[C@@H]1N(CC[C@@H]1NS(N(C)C)(=O)=O)C(=O)N(C)C)C1=CC(=CC=C1)F